C(C)OC=1C2=CC=CC=C2C(=C2CCCCC12)OCC 9,10-diethoxy-1,2,3,4-tetrahydroanthracene